O=C1NCC[C@H]1N (R)-2-oxo-pyrrolidin-3-amine